CCC(C)=O 3-methyl-2-propanone